N,N-dimethyl-2-(4-nitrophenyl)acetamide CN(C(CC1=CC=C(C=C1)[N+](=O)[O-])=O)C